ethyl 2-[(5s)-2-(6-chloropyridin-3-yl)-5-(hydroxymethyl)pyrrolidin-1-yl]acetate ClC1=CC=C(C=N1)C1N([C@@H](CC1)CO)CC(=O)OCC